(2R)-N-{3-[2-(4-chloro-3-fluorophenoxy)acetamido]bicyclo[1.1.1]pentan-1-yl}-4-oxo-3,4-dihydro-2H-1-benzopyran-2-carboxamide ClC1=C(C=C(OCC(=O)NC23CC(C2)(C3)NC(=O)[C@@H]3OC2=C(C(C3)=O)C=CC=C2)C=C1)F